4,5-dibromo-2-(2-methoxy-4-nitro-phenyl)-2H-[1,2,3]triazole BrC1=NN(N=C1Br)C1=C(C=C(C=C1)[N+](=O)[O-])OC